D-xylulose (phosphate) P(=O)(O)(O)O.OCC(=O)[C@@H](O)[C@H](O)CO